hydrogen chloride, hydrochloride Cl.Cl